CC(C=O)CC1=CCC(C1)CCC 2-methyl-3-(4-propyl-1-cyclopenten-1-yl)propanal